(R)-2-bromo-(2-chlorophenyl)ethanol BrC[C@H](O)C1=C(C=CC=C1)Cl